C(C(C)C)NC=1C2=C(N=C(N1)NC1=C(C=C(C=C1)S(=O)(=O)N1CCOCC1)OC)NC=C2C#N 4-(isobutylamino)-2-((2-methoxy-4-(morpholinosulfonyl)phenyl)amino)-7H-pyrrolo[2,3-d]pyrimidine-5-carbonitrile